(2R)-1-[4-[[(2'S,4S,7R)-4-hydroxy-2'-methyl-2-(trifluoromethyl)spiro[4,5-dihydrothieno[2,3-c]pyran-7,4'-piperidine]-1'-yl]methyl]pyrazol-1-yl]-3-methyl-butane-2,3-diol O[C@H]1C2=C(SC(=C2)C(F)(F)F)[C@@]2(C[C@@H](N(CC2)CC=2C=NN(C2)C[C@H](C(C)(O)C)O)C)OC1